tert-butyl (5-(2-amino-1-methoxypropan-2-yl)pyridin-3-yl)carbamate NC(COC)(C)C=1C=C(C=NC1)NC(OC(C)(C)C)=O